3-{5-[(5-Chlorothiophen-2-yl)methoxy]-1-(thiophen-2-carbonyl)-1H-pyrazol-3-yl}-1-(pyrrolidin-1-sulfonyl)pyrrolidin ClC1=CC=C(S1)COC1=CC(=NN1C(=O)C=1SC=CC1)C1CN(CC1)S(=O)(=O)N1CCCC1